di-tert-butyl (4-(4,4,5,5-tetramethyl-1,3,2-dioxaborolan-2-yl)-1,2-phenylene)bis(methylcarbamate) CC1(OB(OC1(C)C)C1=CC(=C(C=C1)N(C(OC(C)(C)C)=O)C)N(C(OC(C)(C)C)=O)C)C